3-(5-Bromofuran-2-yl)-5,6,7,8-tetrahydroimidazo[1,2-a]pyrazine-2-carboxylic acid ethyl ester hydrochloride Cl.C(C)OC(=O)C=1N=C2N(CCNC2)C1C=1OC(=CC1)Br